FC(C)(F)C=1C=C(C=CC1)C=1C=C2C(=NC1)C=NN2CC(=O)N(C)C 2-[6-[3-(1,1-Difluoroethyl)phenyl]pyrazolo[4,3-b]pyridin-1-yl]-N,N-dimethyl-acetamide